8-[(1R)-1-(2-bromo-3,4-difluoro-anilino)ethyl]-6-methyl-2-(1-piperidyl)chromen-4-one BrC1=C(N[C@H](C)C=2C=C(C=C3C(C=C(OC23)N2CCCCC2)=O)C)C=CC(=C1F)F